C(CCC)OCOCCCC(CC(C)Br)C 6-bromo-4-methylheptyl butyloxymethyl ether